CC1=CC=C(C=C1)S(=O)(=O)O[C@H]1[C@@H](CC[C@H](C1)C)C(C)(C)O (1R,2R,5R)-2-(2-hydroxypropan-2-yl)-5-methylcyclohexyl 4-methylbenzenesulfonate